(2S)-N-[(2S)-1-(cyclopropylcarbamoyl)-1-hydroxy-3-((3S)-2-oxopyrrolidin-3-yl)propan-2-yl]-2-{[1-(2,2-dimethylpropanamido)-3,3-difluorocyclobutyl]formamido}pentanamide C1(CC1)NC(=O)C([C@H](C[C@H]1C(NCC1)=O)NC([C@H](CCC)NC(=O)C1(CC(C1)(F)F)NC(C(C)(C)C)=O)=O)O